1-[8-(2-chlorophenyl)-9-(4-chlorophenyl)-6-[4-(trifluoromethyl)-1-piperidinyl]purin-2-yl]oxypropan-2-ol ClC1=C(C=CC=C1)C=1N(C2=NC(=NC(=C2N1)N1CCC(CC1)C(F)(F)F)OCC(C)O)C1=CC=C(C=C1)Cl